BrC1=NN(C=C1)CC(C)(C)OC 3-bromo-1-(2-methoxy-2-methylpropyl)-1H-pyrazole